ClC=1C(=C(C(=CC1)C(F)F)C1=CN=CC(=N1)C(=O)NC=1C=NN(C1)[C@H](CO)C=1C(=NC(=NC1)N1C([C@H]2C[C@H]2C1)=O)C)F 6-(3-chloro-6-(difluoromethyl)-2-fluorophenyl)-N-(1-((S)-2-hydroxy-1-(4-methyl-2-((1S,5r)-2-oxo-3-azabicyclo[3.1.0]hex-3-yl)pyrimidin-5-yl)ethyl)-1H-pyrazol-4-yl)pyrazine-2-carboxamide